2-(2-carboxyethylthiocarbonylthio)-propionic acid C(=O)(O)CCC(=S)SC(C(=O)O)C